(2,2,2-trifluoroethyl) (perfluoro-tert-butyl) disulfide FC(C(C(F)(F)F)(C(F)(F)F)SSCC(F)(F)F)(F)F